NC1=NC=NN2C1=C(C=C2C=2C=CC(=C(C(=O)N[C@@H]1CN(C[C@@H]1F)C(=O)C=1N=CSC1)C2)Cl)C(F)(F)F 5-[4-amino-5-(trifluoromethyl)pyrrolo[2,1-f][1,2,4]triazin-7-yl]-2-chloro-N-[(3R,4S)-4-fluoro-1-(1,3-thiazole-4-carbonyl)pyrrolidin-3-yl]benzamide